1-(4,7-Dimethyl-1,3-dihydro-2,6,8a-triaza-as-indacen-2-yl)-2-(1-pyridin-4-yl-azetidin-3-yl)-ethanone CC=1C=2CN(CC2N2C=C(N=C2C1)C)C(CC1CN(C1)C1=CC=NC=C1)=O